FC1=C(C=C(C(=C1)F)F)C=1C(=C2N(N1)CCC2)C2=CC1=C(N=CS1)C=C2 6-(2-(2,4,5-Trifluorophenyl)-5,6-dihydro-4H-pyrrolo[1,2-b]pyrazol-3-yl)benzo[d]thiazole